ClC1=CC2=C(N(C(C(=C2N2CCC(CC2)OC2=CC=C(C=C2)OC(F)(F)F)C#N)=O)C)S1 2-chloro-7-methyl-6-oxo-4-(4-(4-(trifluoromethoxy)phenoxy)piperidin-1-yl)-6,7-dihydrothieno[2,3-b]pyridine-5-carbonitrile